3,3'-dihydroxybenzophenone OC=1C=C(C(=O)C2=CC(=CC=C2)O)C=CC1